FC=1C=C(CN2CC(N(CC2)C2CC3(C2)CCNCC3)C3=C(C=CC=C3)C(C)C)C=C(C1OC)OC 2-(4-(3-fluoro-4,5-dimethoxybenzyl)-2-(2-isopropylphenyl)piperazin-1-yl)-7-azaspiro[3.5]nonane